ICC(=O)N iodo-acetamide